C(C)(=O)NC1=C(C=CC=C1)NCC(=O)NC1=CC=C(C=C1)CC 2-((2-acetamidophenyl)amino)-N-(4-ethylphenyl)acetamide